Boc monophenyl ether C1(=CC=CC=C1)OC(=O)OC(C)(C)C